3-(sec-butyl)-N-(2-(hydroxymethyl)pyridin-3-yl)-2-oxo-1,2,3,5-tetrahydro-4H-benzo[1,4]diazepine-4-carboxamide C(C)(CC)C1C(NC2=C(CN1C(=O)NC=1C(=NC=CC1)CO)C=CC=C2)=O